2-methylhexadecan-8-yl 8-bromooctanoate BrCCCCCCCC(=O)OC(CCCCCC(C)C)CCCCCCCC